C1(C=CC=C1)[Ti](C1=C(C(=CC=C1F)N(CC1CCCCC1)C(C1=CC=CC=C1)=O)F)(C1=C(C(=CC=C1F)N(CC1CCCCC1)C(C1=CC=CC=C1)=O)F)C1C=CC=C1 bis(cyclopentadienyl)bis[2,6-difluoro-3-(N-cyclohexylmethylbenzoylamino)phenyl]titanium